4-phenyl-2-(((E)-(9-(4-fluorobenzyl)-beta-carbolin-3-yl)methylene)hydrazino)-2,3-dihydrothiazole C1(=CC=CC=C1)C=1NC(SC1)N/N=C/C=1N=CC=2N(C3=CC=CC=C3C2C1)CC1=CC=C(C=C1)F